NC1=NC=2C=CC=CC2C2=C1N=C(N2CCNC(=N)NC(=O)OCC2=CC=C(C=C2)NC([C@H](CCCNC(=O)N)NC([C@H](C(C)C)NC(CON)=O)=O)=O)CCCC (S)-N-(4-((N-(2-(4-amino-2-butyl-1H-imidazo[4,5-c]quinolin-1-yl)ethyl)carbamimidoylcarbamoyloxy)methyl)phenyl)-2-((S)-2-(2-(aminooxy)acetamido)-3-methylbutanamido)-5-ureidopentanamide